8-heptadecenal C(CCCCCCC=CCCCCCCCC)=O